3-(5-(4-((4-(3-fluorophenyl)piperidin-1-yl)methyl)pyridin-2-yl)-1-oxoisoindolin-2-yl)piperidine-2,6-dione FC=1C=C(C=CC1)C1CCN(CC1)CC1=CC(=NC=C1)C=1C=C2CN(C(C2=CC1)=O)C1C(NC(CC1)=O)=O